C(CCCCCC(=O)[O-])C(=O)[O-] 1,6-hexanedicarboxylate